CC1=NOC(=C1NC(=O)C1=CC=C2C(=N1)NC=C2C2=NC(=NC=C2C(F)(F)F)SC)C N-(3,5-dimethylisoxazol-4-yl)-3-(2-(methylthio)-5-(trifluoromethyl)pyrimidin-4-yl)-1H-pyrrolo[2,3-b]pyridine-6-carboxamide